5-triethoxysilylpentane-1,2-disulfonic acid C(C)O[Si](CCCC(CS(=O)(=O)O)S(=O)(=O)O)(OCC)OCC